ClC=1C(=CC2=C(N(C(C(N2CC2(CN(C2)C(=O)OC(C)(C)C)OC)=O)=O)C=2C(=NC=CC2C)C(C)C)N1)Cl tert-butyl 3-((6,7-dichloro-4-(2-isopropyl-4-methylpyridin-3-yl)-2,3-dioxo-3,4-dihydropyrido[2,3-b]pyrazin-1(2H)-yl)methyl)-3-methoxyazetidine-1-carboxylate